N-[3-[4-[bis[(2,4-dimethoxyphenyl)methyl]amino]-7-quinolyl]phenyl]prop-2-enamide COC1=C(C=CC(=C1)OC)CN(C1=CC=NC2=CC(=CC=C12)C=1C=C(C=CC1)NC(C=C)=O)CC1=C(C=C(C=C1)OC)OC